NC=1N=NC(=CC1C1=CC=C(C=C1)C1CC2(CN(C2)C=2C=C3C(N(C(C3=CC2)=O)C2C(NC(CC2)=O)=O)=O)C1)C1=C(C=CC=C1)O 5-(6-(4-(3-amino-6-(2-hydroxyphenyl)pyridazin-4-yl)phenyl)-2-azaspiro[3.3]heptan-2-yl)-2-(2,6-dioxopiperidin-3-yl)isoindoline-1,3-dione